N[C@H]1CN(CCC1)C(=O)C1=CC2=C(N(C(=N2)C=2N(C3=CC(=CC=C3C2)[C@@H](C)NC(C2=CC=CC=C2)=O)CC2CC2)C)C(=C1)OC N-((R)-1-(2-(5-((R)-3-aminopiperidine-1-carbonyl)-7-methoxy-1-methyl-1H-benzo[d]imidazol-2-yl)-1-(cyclopropylmethyl)-1H-indol-6-yl)ethyl)benzamide